FC([C@@H]1CC[C@H](CC1)OC1=C2C=C(C=NC2=CC=N1)NC(C=C)=O)(F)F N-(5-((trans-4-(Trifluoromethyl)cyclohexyl)oxy)-1,6-naphthyridin-3-yl)acrylamide